6-chloro-N-ethoxy-4-((3-(5-fluoropyrimidin-2-yl)-2-methoxyphenyl)amino)pyridazine-3-carboxamide ClC1=CC(=C(N=N1)C(=O)NOCC)NC1=C(C(=CC=C1)C1=NC=C(C=N1)F)OC